BrC1=CC=C(S1)[C@](N)(C)C(=O)O 2-(5-bromothienyl)-alanine